(((2S,3S,4R,5R)-5-(4-amino-2-oxopyrimidin-1(2H)-yl)-2,4-difluoro-3-hydroxy-4-methyltetrahydrofuran-2-yl)methoxy)((amino)phosphoryl)-L-alaninat NC1=NC(N(C=C1)[C@H]1[C@]([C@@H]([C@@](O1)(F)CO[C@](N=P(=O)N)(C)C(=O)[O-])O)(C)F)=O